(5-hydroxypentanoyl)-D-phenylalaninate OCCCCC(=O)N[C@H](CC1=CC=CC=C1)C(=O)[O-]